C(C)N1CCN(CC1)C1=CC=C(C=C1)[S-].[Na+] sodium 4-(4-ethylpiperazin-1-yl)benzenethiolate